CN1N=C(C(=C1)C1=CC=2C3=C(C=NC2C=C1OC)N(C(N3C3=C(C=NC=C3OC)F)=O)C)C 8-(1,3-dimethyl-1H-pyrazol-4-yl)-1-(3-fluoro-5-methoxy-pyridin-4-yl)-7-methoxy-3-methyl-1,3-dihydro-imidazo[4,5-c]quinolin-2-one